(+/-)-2,2-dimethyl-3-(1-methyl-1H-pyrazol-4-yl)cyclopropane-1-carboxylic acid CC1(C(C1C=1C=NN(C1)C)C(=O)O)C